C[Sn](C#CCOC1OCCCC1)(C)C Trimethyl(3-((tetrahydro-2H-pyran-2-yl)oxy)prop-1-yn-1-yl)stannane